CN1N=CC=2C1=NC(=CC2N2CC1=C(CC2)N(N=C1C)CC12CCC(CC1)(CC2)N(C(OC(C)(C)C)=O)C)C tert-butyl (4-((5-(1,6-dimethyl-1H-pyrazolo[3,4-b]pyridin-4-yl)-3-methyl-4,5,6,7-tetrahydro-1H-pyrazolo[4,3-c]pyridin-1-yl)methyl)bicyclo[2.2.2]octan-1-yl)(methyl)carbamate